3-Chloro-2-[(12aR)-10-chloro-8-(difluoromethoxy)-1,2,3,4,12,12a-hexahydro-6H-pyrazino[2,1-c][1,4]benzooxazepin-9-yl]phenol ClC=1C(=C(C=CC1)O)C1=C(C2=C(CN3[C@@H](CO2)CNCC3)C=C1OC(F)F)Cl